BrC1=C(C=C(S1)C(CC(C(F)(F)F)(C1=C(C=C(C=C1F)F)F)O)=O)C 1-(5-bromo-4-methyl-2-thienyl)-4,4,4-trifluoro-3-hydroxy-3-(2,4,6-trifluorophenyl)butan-1-one